2-(1-((2-((2-(3,6-diazabicyclo[3.1.1]heptan-3-yl)pyrimidin-5-yl)oxy)-6-(3,5-dichlorophenyl)pyridin-4-yl)methyl)piperidin-4-yl)acetic acid C12CN(CC(N1)C2)C2=NC=C(C=N2)OC2=NC(=CC(=C2)CN2CCC(CC2)CC(=O)O)C2=CC(=CC(=C2)Cl)Cl